O=C1NC(CCC1N1C(C2=CC=CC(=C2C1=O)OCCOCCO)=O)=O 2-(2,6-dioxopiperidin-3-yl)-4-(2-(2-hydroxyethoxy)ethoxy)isoindoline-1,3-dione